1-(6-((4-(5-(1H-pyrrol-1-yl)pyridin-3-yl)-1H-1,2,3-triazol-1-yl)methyl)-1H-indole-2-yl)-N-(cyclobutylmethyl)methylamine N1(C=CC=C1)C=1C=C(C=NC1)C=1N=NN(C1)CC1=CC=C2C=C(NC2=C1)CNCC1CCC1